methyl 1-((4-(1-(tert-butoxycarbonyl)azetidin-3-yl)naphthalen-1-yl)methyl)piperidine-4-carboxylate C(C)(C)(C)OC(=O)N1CC(C1)C1=CC=C(C2=CC=CC=C12)CN1CCC(CC1)C(=O)OC